C(C)C(C(F)(F)F)(N)C=1C=NC(=C(C1)C=1N=C(C=2N(C1)C=CN2)OC)OC ethyl-2,2,2-trifluoro-1-(6-methoxy-5-(8-methoxyimidazo[1,2-a]pyrazin-6-yl)pyridin-3-yl)ethan-1-amine